3-[[3-(4-methylpiperazine-1-yl)propyl]dimethoxysilyl]styrene CN1CCN(CC1)CCC[Si](C=1C=C(C=C)C=CC1)(OC)OC